p-aminobenzylcarbamate NC1=CC=C(CNC([O-])=O)C=C1